(S)-4,4-diallyl-5-oxo-pyrrolidine-1,2-dicarboxylic acid 1-(tert-butyl) ester 2-ethyl ester CCOC(=O)[C@H]1N(C(C(C1)(CC=C)CC=C)=O)C(=O)OC(C)(C)C